ClC1=C(C(=NN1C)C1=NOC(=C1)C1CC1)CN1CC(CCCC1)NCCC(C)C 1-((5-Chloro-3-(5-cyclopropylisoxazol-3-yl)-1-methyl-1H-pyrazol-4-yl)methyl)-N-isopentylazepan-3-amine